S1C=NC2=C1C=CC(=C2)CNC(=O)[C@H]2NCCN(C2)C=2C1=C(N=CN2)SC(=C1)C1=CC(=C(C=C1)C)F (S)-N-(benzo[d]thiazol-5-ylmethyl)-4-(6-(3-fluoro-4-methylphenyl)thieno[2,3-d]pyrimidin-4-yl)piperazine-2-carboxamide